CC1(C(C(=CC2(CN(C2)C(=O)C=2C(=NC=CC2C(F)(F)F)C)C1)C#N)=O)C 8,8-dimethyl-2-[2-methyl-4-(trifluoromethyl)pyridine-3-carbonyl]-7-oxo-2-azaspiro[3.5]non-5-ene-6-carbonitrile